(14S,17S)-17-(6-bromopyridin-2-yl)-8-tert-butyl-12,12-dimethyl-2λ6-thia-3,9,11,18,23-pentaazatetracyclo[17.3.1.111,14.05,10]tetracosa-1(22),5,7,9,19(23),20-hexaene-2,2,4-trione BrC1=CC=CC(=N1)[C@@H]1CC[C@H]2CC(N(C3=NC(=CC=C3C(NS(C3=CC=CC(N1)=N3)(=O)=O)=O)C(C)(C)C)C2)(C)C